(3S)-3-(5-{[(3S,4S)-1-({8-fluoro-2-[1-(oxetan-3-yl)piperidin-4-yl]quinolin-6-yl}methyl)-4-(methoxymethyl)pyrrolidin-3-yl]oxy}-1-oxo-2,3-dihydro-1H-isoindol-2-yl)piperidine-2,6-dione FC=1C=C(C=C2C=CC(=NC12)C1CCN(CC1)C1COC1)CN1C[C@H]([C@@H](C1)COC)OC=1C=C2CN(C(C2=CC1)=O)[C@@H]1C(NC(CC1)=O)=O